NC1=CC(=C(OC=2C=C(C(N(C2)C2CCCC2)=O)F)C(=C1)Cl)Cl 5-(4-amino-2,6-dichlorophenoxy)-1-cyclopentyl-3-fluoro-1,2-dihydropyridin-2-one